1-(8-(2-chlorophenyl)-9-(4-chlorophenyl)-2-cyano-9H-purin-6-yl)-4-(ethylamino)piperidine-4-carboxamide ClC1=C(C=CC=C1)C=1N(C2=NC(=NC(=C2N1)N1CCC(CC1)(C(=O)N)NCC)C#N)C1=CC=C(C=C1)Cl